NC1=NC=2C=NC(=CC2C2=C1C=NN2C)C(=O)N2[C@@H]1[C@H](OC(C2)C)CC=2C=C(C=CC21)Cl (4-amino-1-methyl-1H-pyrazolo[4,3-c][1,7]naphthyridin-8-yl)((4aS,9aR)-7-chloro-2-methyl-2,3,9,9a-tetrahydroindeno[2,1-b][1,4]oxazin-4(4aH)-yl)methanone